NCC1(CC1)C=1C=C(C=CC1)N1CCN(CC1)S(=O)(=O)C1=CC=C(C=C1)NC(C1=C(C=CC=C1)N(S(=O)(=O)C)C)=O N-(4-((4-(3-(1-(aminomethyl)cyclopropyl)phenyl)piperazin-1-yl)sulfonyl)phenyl)-2-(N-methylmethylsulfonamido)benzamide